ClC1=C(C=CC(=C1)NC1=NC=NC2=CC(=C3C(=C12)OCCO3)OC)NC(=O)NC3CCCC3 1-(2-chloro-4-((5-methoxy-2,3-dihydro-[1,4]dioxino[2,3-f]quinazolin-10-yl)amino)phenyl)-3-cyclopentylurea